3-(1H-imidazol-4-yl)propyl N-(4-pentenyl)carbamate C(CCC=C)NC(OCCCC=1N=CNC1)=O